1-(4-formylbenzoyl)-N-(4-(6-methyl-1,2,4,5-tetrazin-3-yl)benzyl)-3,6,9,12-tetraoxapentadecane-15-amide C(=O)C1=CC=C(C(=O)CCOCCOCCOCCOCCC(=O)NCC2=CC=C(C=C2)C=2N=NC(=NN2)C)C=C1